3-[3-(2-Chloro-6-methyl-4-pyridyl)-5-[[(3S)-tetrahydrofuran-3-yl]amino]pyrazolo[1,5-a]pyrimidin-2-yl]benzonitrile ClC1=NC(=CC(=C1)C=1C(=NN2C1N=C(C=C2)N[C@@H]2COCC2)C=2C=C(C#N)C=CC2)C